4-methyl-2-(5-(8-methyl-[1,2,4]triazolo[1,5-a]pyridin-6-yl)-4-(2,2,2-trifluoroethyl)-1H-pyrazol-3-yl)-5-(piperidin-4-yl)thiazole CC=1N=C(SC1C1CCNCC1)C1=NNC(=C1CC(F)(F)F)C=1C=C(C=2N(C1)N=CN2)C